NCCCCCCN 1,6-di-aminohexane